C(C)(C)(C)OC(=O)N1[C@@H]2[C@@H]([C@@H](C[C@H]1CC2)N(C)C2=NC=C(N=C2)Cl)F |r| rac-(1S,2R,3R,5R)-3-[(5-chloropyrazin-2-yl)(methyl)amino]-2-fluoro-8-azabicyclo[3.2.1]octane-8-carboxylic acid tert-butyl ester